1-Phenyl-1H-imidazole-4-carboxylic acid {2-[4-(2-chloro-phenoxy)-piperidin-1-yl]-2-oxo-ethyl}-amide ClC1=C(OC2CCN(CC2)C(CNC(=O)C=2N=CN(C2)C2=CC=CC=C2)=O)C=CC=C1